N4-{4-[2-(Dimethylaminocarbonyloxy)ethyl]phenyl}-5-fluoro-N2-(3-propionylaminosulfonylphenyl)-2,4-pyrimidinediamine sodium salt [Na].CN(C(=O)OCCC1=CC=C(C=C1)NC1=NC(=NC=C1F)NC1=CC(=CC=C1)S(=O)(=O)NC(CC)=O)C